CNC(CCCC1=CC=C(C=C1)N1C2(CCC2)C(N(C1=O)C1=CC(=C(C=C1)C#N)C(F)(F)F)=O)=O N-methyl-4-{4-[7-(4-cyano-3-trifluoromethylphenyl)-6,8-dioxo-5,7-diazaspiro[3.4]oct-5-yl]-phenyl}butanamide